NC1C(CN(CC1)C(C(F)(F)C=1C=C(C(=O)NC2=CC(=C(C=C2)F)C)C=CC1F)=O)(C)C 3-(2-(4-amino-3,3-dimethylpiperidin-1-yl)-1,1-difluoro-2-oxoethyl)-4-fluoro-N-(4-fluoro-3-methylphenyl)benzamide